(±)-3-(5-chloro-2-hydroxyphenyl)-4,6-dichloro-1,3-dihydro-2H-indol-one ClC=1C=CC(=C(C1)[C@H]1C(NC2=CC(=CC(=C12)Cl)Cl)=O)O |r|